(E)-2-(((2-cyclopentylbenzo[d]oxazol-6-yl)oxy)methyl)-3-fluoroprop-2-en-1-amine C1(CCCC1)C=1OC2=C(N1)C=CC(=C2)OC\C(\CN)=C\F